6-(3-amino-6-(3-fluoro-4-morpholinophenyl)pyrazin-2-yl)-3,4-dihydroisoquinolin-1(2H)-one NC=1C(=NC(=CN1)C1=CC(=C(C=C1)N1CCOCC1)F)C=1C=C2CCNC(C2=CC1)=O